NC12C(OC3=C1C=CC(=C3)Br)(C3=C(C=CC=C3C2=O)[N+](=O)[O-])O 9b-Amino-7-bromo-4b-hydroxy-4-nitro-4b,9b-dihydro-10H-indeno[1,2-b]benzofuran-10-one